FC1=CC=C2C(=N1)OC(C2)(C)C 6-fluoro-2,2-dimethyl-2,3-dihydrofuro[2,3-b]pyridine